CCCCCCCCCCCCCCCCCC(=O)O[C@H](COC(=O)CC/C=C\C/C=C\C/C=C\C/C=C\C/C=C\C/C=C\CC)COP(=O)(O)OC[C@H](CO)O 1-(4Z,7Z,10Z,13Z,16Z,19Z-docosahexaenoyl)-2-octadecanoyl-glycero-3-phospho-(1'-sn-glycerol)